OC1NC(OCC1C1=CC=CC=C1)=O 4-hydroxy-5-phenyltetrahydro-1,3-oxazin-2-one